4-(7-(1-methyl-1H-pyrazol-3-yl)-2-(methylsulfonyl)pyrazolo[1,5-a][1,3,5]triazin-4-yl)morpholine CN1N=C(C=C1)C1=NN2C(N=C(N=C2N2CCOCC2)S(=O)(=O)C)=C1